6-[(4S)-7-chloro-2,4-dimethyl-8-(trifluoromethyl)-4H-imidazo[1,2-a][1,4]benzodiazepine-6-Yl]-5-fluoro-pyridin-2-ol ClC1=C(C=CC2=C1C(=N[C@H](C=1N2C=C(N1)C)C)C1=C(C=CC(=N1)O)F)C(F)(F)F